bis(4-bromo-phenyl)propane BrC1=CC=C(C=C1)C(C)(C)C1=CC=C(C=C1)Br